FC1=C(C=C(C(=C1)F)F)OB(O)O 2,4,5-trifluoro-phenyl-boric acid